4-(Cyclohexylamino)-3-(4-(dimethylamino)pyridin-2-yl)-N-methylbenzenesulfonamide C1(CCCCC1)NC1=C(C=C(C=C1)S(=O)(=O)NC)C1=NC=CC(=C1)N(C)C